N1=NC(=NN=C1C(=O)OC)C(=O)OC dimethyl 1,2,4,5-tetrazine-3,6-dicarboxylate